CN1CCC(CC1)NC(=O)C1=CC=NC2=CC=C(C=C12)C1=CC(=CC=C1)NC(C=C)=O N-(1-methylpiperidin-4-yl)-6-[3-(prop-2-enamido)phenyl]quinoline-4-carboxamide